CC(/C=C/C(=O)N[C@@H](CC(C)C)C(=O)OCC)C ethyl (E)-(4-methylpent-2-enoyl)-L-leucinate